C(C)(C)[C@H]1N(CCOC2=C1C=CC(=C2)C(=O)OC)C(=O)OC(C)(C)C 4-(tert-Butyl) 8-Methyl (R)-5-isopropyl-2,3-dihydrobenzo[f][1,4]oxazepine-4,8(5H)-dicarboxylate